C1CCC2=C(C=3CCCC3C=C12)NC(=O)N=S(=O)(N)C=1C=NN2C1N(CCC2)C N'-((1,2,3,5,6,7-hexahydro-s-indacen-4-yl)carbamoyl)-4-methyl-4,5,6,7-tetrahydropyrazolo[1,5-a]pyrimidine-3-sulfonimidamide